(S)-(1-(4-(2-methyl-1H-imidazol-1-yl)-1,3,5-triazin-2-yl)piperidin-4-yl)(3-(pyrazin-2-yl)isoxazolidin-2-yl)methanone CC=1N(C=CN1)C1=NC(=NC=N1)N1CCC(CC1)C(=O)N1OCC[C@H]1C1=NC=CN=C1